ClC=1C=C2C=C(NC2=CC1OC)C(=O)O 5-chloro-6-methoxy-1H-indole-2-carboxylic acid